FC(C=1C(=C(C=CC1)[C@@H](C)NC=1C2=C(N=C(N1)C)C=NC(=C2)C=2CCN(CC2)C(C)=O)F)F (R)-1-(4-(4-((1-(3-(difluoromethyl)-2-fluorophenyl)ethyl)amino)-2-methylpyrido[3,4-d]pyrimidin-6-yl)-3,6-dihydropyridin-1(2H)-yl)ethan-1-one